C1(=CC(=CC=C1)C1=CC2=NC=CC(=C2S1)NC=1C=C(C=CC1)O)C 3-((2-(M-tolyl)thieno[3,2-b]pyridin-7-yl)amino)phenol